3-(5'-bromo-4-fluoro-4-methylspiro[cyclohexane-1,3'-indoline]-1'-carbonyl)-N-(tert-butyl)benzenesulfonamide BrC=1C=C2C3(CN(C2=CC1)C(=O)C=1C=C(C=CC1)S(=O)(=O)NC(C)(C)C)CCC(CC3)(C)F